N,N-dimethyl-2-(1H-pyrazol-3-yl)ethan-1-amine CN(CCC1=NNC=C1)C